3-{8,8-difluoro-7-hydroxy-5-trifluoromethylbicyclo[4.2.0]oct-1,3,5-triene-2-enyloxy}-5-difluoromethylbenzonitrile FC1(C(C2=C(C(=C=C=C12)OC=1C=C(C#N)C=C(C1)C(F)F)C(F)(F)F)O)F